FC=1C=C(C=C(C1)F)[C@H]1[C@@H](CN(C1)CCOC)NC(=O)NC1=C(C(=NN1C1=CC=CC=C1)OC[C@@H](C(F)(F)F)O)C 1-((3S,4R)-4-(3,5-difluorophenyl)-1-(2-methoxyethyl)pyrrolidin-3-yl)-3-(4-methyl-1-phenyl-3-((S)-3,3,3-trifluoro-2-hydroxypropoxy)-1H-pyrazol-5-yl)urea